ClC=1C(=C(CN2[C@@H]3C[C@]3(CC2)C)C=CC1)F (1R,3S,5R)-N-(3-chloro-2-fluorobenzyl)-5-methyl-2-azabicyclo[3.1.0]hexane